2-(4-(6-((4-Cyano-2-fluorobenzyl)oxy)pyridin-2-yl)-2,5-difluorobenzyl)-1-(cis-4-methoxytetrahydrofuran-3-yl)-1H-benzo[d]imidazole-6-carboxylic acid C(#N)C1=CC(=C(COC2=CC=CC(=N2)C2=CC(=C(CC3=NC4=C(N3[C@@H]3COC[C@@H]3OC)C=C(C=C4)C(=O)O)C=C2F)F)C=C1)F